dimethylcyclopentane-1,3-dicarboxylic acid CC1C(CCC1C(=O)O)(C(=O)O)C